Cl.C(C)OC(=O)C=1OC(=NN1)CN 5-(aminomethyl)-1,3,4-oxadiazole-2-carboxylic acid ethyl ester hydrochloride